OC=1C=C2CC[C@@H]([C@@H](C2=CC1)C1=CC=C(OCCCCN2CCN(CC2)C(COC=2C=C(C=CC2)C2C(NC(CC2)=O)=O)=O)C=C1)C1=CC=CC=C1 3-(3-(2-(4-(4-(4-((1R,2S)-6-hydroxy-2-phenyl-1,2,3,4-tetrahydronaphthalen-1-yl)phenoxy)butyl)piperazin-1-yl)-2-oxoethoxy)phenyl)piperidine-2,6-dione